O1C(=CC=C1)C(=O)C=1N2C=CC=C2C=CC1 5-(furan-2-carbonyl)indolizine